BrC=1C=CC=2N(C1)C(=NN2)C2=NOC(=N2)C 3-(6-bromo-[1,2,4]triazolo[4,3-a]pyridin-3-yl)-5-methyl-1,2,4-oxadiazole